BrC1=CC(=C(N)C=C1CC)C1CC1 4-bromo-2-cyclopropyl-5-ethylaniline